triPhenylsulfonium p-toluenesulfonate CC1=CC=C(C=C1)S(=O)(=O)[O-].C1(=CC=CC=C1)[S+](C1=CC=CC=C1)C1=CC=CC=C1